2-phenyl-but-2-enal C1(=CC=CC=C1)C(C=O)=CC